7-bromo-5-chloro-9-methyl-[1,2,4]triazolo[4,3-c]quinazoline BrC1=CC(=CC=2C=3N(C(=NC12)Cl)C=NN3)C